CC=1C=C(C=CC1OC1=CC2=C(N(C=N2)C)C=C1)NC1=NC=NC2=C1N=C(N=C2)OC2CC1CCC(C2)N1C(C=C)=O 1-(endo-3-((8-((3-Methyl-4-((1-methyl-1H-benzo[d]imidazol-5-yl)oxy)phenyl)amino)pyrimido[5,4-d]pyrimidin-2-yl)oxy)-8-azabicyclo[3.2.1]octan-8-yl)prop-2-en-1-one